ClC=1C=C(C=C(C1F)[N+](=O)[O-])CCO 2-(3-chloro-4-fluoro-5-nitrophenyl)ethan-1-ol